FC1=CC=C2C=NC(=NC2=C1C=1C=C(C=CC1)NC(C=C)=O)NC1=CC=C(C=C1)NC1CCNCC1 N-(3-(7-fluoro-2-((4-(piperidin-4-ylamino)phenyl)amino)quinazolin-8-yl)phenyl)acrylamide